ClC1=CC=C(C=C1)C(C(=O)N1CC2COCC(C1)N2C=2C1=C(N=CN2)N(C=C1)CO)CNC(C)C 2-(4-chlorophenyl)-1-(9-(7-(hydroxymethyl)-7H-pyrrolo[2,3-d]pyrimidin-4-yl)-3-oxa-7,9-diazabicyclo[3.3.1]nonan-7-yl)-3-(isopropylamino)propan-1-one